5-(1-(benzylsulfonyl)piperidin-4-yl)-3-isopropyl-2-(2-methylpyridin-4-yl)-1H-indole C(C1=CC=CC=C1)S(=O)(=O)N1CCC(CC1)C=1C=C2C(=C(NC2=CC1)C1=CC(=NC=C1)C)C(C)C